2-(5-amino-8-(2,6-dimethylpyridin-4-yl)-3-oxo-7-phenyl-[1,2,4]triazolo[4,3-c]pyrimidin-2(3H)-yl)acetonitrile NC1=NC(=C(C=2N1C(N(N2)CC#N)=O)C2=CC(=NC(=C2)C)C)C2=CC=CC=C2